(3-bromo-5-fluoro-2-hydroxy-phenyl)-(7,8-dihydroisoquinolin-6-yl)methanone BrC=1C(=C(C=C(C1)F)C(=O)C1=CC=2C=CN=CC2CC1)O